CC1=C(C=C(C=C1)NC(=O)N1C2CCCC1C2)C=2N=NC(=CN2)C N-(4-methyl-3-(6-methyl-1,2,4-triazin-3-yl)phenyl)-6-azabicyclo[3.1.1]heptane-6-carboxamide